C(C1=CC=CC=C1)OC(=O)N[C@@H]1[C@@H](N(CC1(F)F)C(=O)OC(C)(C)C)CC1=C(C(=CC=C1)B1OC(C(O1)(C)C)(C)C)F tert-butyl (2S,3R)-3-{[(benzyloxy)carbonyl]amino}-4,4-difluoro-2-{[2-fluoro-3-(4,4,5,5-tetramethyl-1,3,2-dioxaborolan-2-yl)phenyl]methyl}pyrrolidine-1-carboxylate